NC1=NC(N(C=C1F)[C@H]1C[C@@H]([C@@](O1)(OC)COC(C1=CC=CC=C1)=O)OC(C1=CC=CC=C1)=O)=O.ClC1=C(C=CC=C1)C1=C(C=NO1)C(=O)N1CCN(CC1)C (5-(2-chlorophenyl)isoxazol-4-yl)(4-methylpiperazin-1-yl)methanone (2R,3S,5R)-5-(4-amino-5-fluoro-2-oxopyrimidin-1(2H)-yl)-2-((benzoyloxy)methyl)-2-methoxytetrahydrofuran-3-yl-benzoate